C12(CC3CC(CC(C1)C3)C2)CN2N=CC(=C2C)C2=C(C=3C(CN(C3C=C2)C=2N=NC(=CC2)NC=2SC3=C(N2)C=CC=C3)(C)C)C(=O)O 5-(1-(adamantan-1-ylmethyl)-5-methyl-1H-pyrazol-4-yl)-1-(6-(benzo[d]thiazol-2-ylamino)pyridazin-3-yl)-3,3-dimethylindoline-4-carboxylic acid